CNC1=NC=C(C=N1)C1=CC(=CC(=C1)S(=O)(=O)C1=CC=CC=C1)N1CCOCC1 N-methyl-5-(3-morpholino-5-(phenylsulfonyl)phenyl)pyrimidin-2-amine